N-((4,4-difluorocyclohexyl)(5-(1-(4-(difluoromethyl)-2-oxoimidazolidin-1-yl)-2-methoxyethyl)benzo[d]oxazol-2-yl)methyl)-1-ethyl-1H-pyrazole-5-carboxamide FC1(CCC(CC1)C(NC(=O)C1=CC=NN1CC)C=1OC2=C(N1)C=C(C=C2)C(COC)N2C(NC(C2)C(F)F)=O)F